N-(4-([1,2,4]triazolo[1,5-c]pyrimidin-7-yloxy)-3-methylphenyl)-6-methoxy-5-(5-methylhexahydropyrrolo[3,4-c]pyrrol-2(1H)-yl)quinazolin-4-amine N=1C=NN2C=NC(=CC21)OC2=C(C=C(C=C2)NC2=NC=NC1=CC=C(C(=C21)N2CC1CN(CC1C2)C)OC)C